BrC=1C=CC=C2C=CC(=CC12)O 8-bromonaphthalen-2-ol